methyl (S)-6-diazo-2-((S)-2-(2-(dimethylamino)acetamido)-3-(1H-indol-3-yl)propanamido)-5-oxohexanoate [N+](=[N-])=CC(CC[C@@H](C(=O)OC)NC([C@H](CC1=CNC2=CC=CC=C12)NC(CN(C)C)=O)=O)=O